C1(CC1)[C@@H](C=1C=CC2=C(N=C(O2)[C@@H](NC(=O)C2=NON=C2C)C2CCC(CC2)(F)F)C1F)N1C(N[C@H](C1)C(F)(F)F)=O N-((S)-(5-((S)-Cyclopropyl((R)-2-oxo-4-(trifluoromethyl)imidazolidin-1-yl)methyl)-4-fluorobenzo[d]oxazol-2-yl)(4,4-difluorocyclohexyl)methyl)-4-methyl-1,2,5-oxadiazole-3-carboxamide